CC(C)(C)C1=NN(C(=C1)NC(=O)NC1=CC=C(C2=CC=CC=C12)OCCN1CCOCC1)C1=CC=C(C=C1)C N-[3-(1,1-Dimethylethyl)-1-(4-methylphenyl)-1H-pyrazol-5-yl]-N'-[4-[2-(4-morpholinyl)ethoxy]-1-naphthalenyl]urea